CS(=O)(=O)C=1N=CC2=C(N1)N(C(C=C2C#C[Si](C(C)C)(C(C)C)C(C)C)=O)C2CN(CC2)C(=O)OC(C)(C)C tert-butyl 3-{2-methanesulfonyl-7-oxo-5-[2-(triisopropylsilyl)ethynyl]pyrido[2,3-d]pyrimidin-8-yl}pyrrolidine-1-carboxylate